4-amino-N-(5-bromo-1-(1-(((2R,3S)-2-ethoxy-5-oxotetrahydrofuran-3-yl)amino)-1-oxopropan-2-yl)-2-oxo-1,2-dihydropyridin-3-yl)-3-chlorobenzamide NC1=C(C=C(C(=O)NC=2C(N(C=C(C2)Br)C(C(=O)N[C@@H]2[C@@H](OC(C2)=O)OCC)C)=O)C=C1)Cl